ClC1=CC=CC=2C(=NC(SC21)(C)CC=2C=NC(=CC2)Cl)C=2C=NC1=C(C(=CC=C1C2)F)F 8-chloro-2-[(6-chloro-3-pyridyl)methyl]-4-(7,8-difluoro-3-quinolyl)-2-methyl-1,3-benzothiazine